antimony-molybdenum [Mo].[Sb]